5-fluoro-2,3-dihydro-1H-inden-4-amine FC1=C(C=2CCCC2C=C1)N